2-furyl-(phenyl)iodonium O1C(=CC=C1)[I+]C1=CC=CC=C1